C(C)N(C1=NC=C(C(=C1)OC=1C(=NC(=NC1)N)N)C(C)C)C 5-((2-(ethyl-(methyl)amino)-5-isopropyl-pyridin-4-yl)oxy)pyrimidine-2,4-diamine